CNCC[C@@H](OC1=C(C#N)C=CC(=N1)C(F)(F)F)C1=CC=CC=C1 (R)-2-(3-(methylamino)-1-phenylpropoxy)-6-(trifluoromethyl)nicotinonitrile